OC1=NC=CC=C1CN1C(C2=CC=C(C=C2C=N1)S(=O)(=O)C=1C=NN(C1)C)=O 2-((2-hydroxypyridin-3-yl)methyl)-6-((1-methyl-1H-pyrazol-4-yl)sulfonyl)phthalazin-1(2H)-one